tert-butyl (3S)-3-[(1R)-2-[[2-ethoxy-4-(3-oxa-9-azabicyclo[3.3.1]nonane-9-carbonyl)benzoyl]amino]-1-hydroxy-ethyl]-7-hydroxy-3,4-dihydro-1H-isoquinoline-2-carboxylate C(C)OC1=C(C(=O)NC[C@@H](O)[C@H]2N(CC3=CC(=CC=C3C2)O)C(=O)OC(C)(C)C)C=CC(=C1)C(=O)N1C2COCC1CCC2